(3S)-3-(5-chloro-2-methoxypyridin-3-yl)-3-methyl-6-(trifluoromethyl)-1H-pyrrolo[3,2-c]pyridin-2(3H)-one ClC=1C=C(C(=NC1)OC)[C@]1(C(NC2=C1C=NC(=C2)C(F)(F)F)=O)C